3-(3-Chloro-6-methyl-1H-pyrazolo[3,4-b]pyridin-4-yl)-2-(5-fluoropyridin-2-yl)-6,6-bis(methyl-d3)-6,7-dihydro-4H-pyrazolo[5,1-c][1,4]oxazine ClC1=NNC2=NC(=CC(=C21)C=2C(=NN1C2COC(C1)(C([2H])([2H])[2H])C([2H])([2H])[2H])C1=NC=C(C=C1)F)C